FC(C(=O)O)(F)F.C1(=CC=CC=C1)CCC(=O)O 3-phenylpropanoic acid compound with 2,2,2-trifluoroacetic acid